7-(2-(((3-fluoropyridin-2-yl)oxy)methyl)-2-methylpyrrolidin-1-yl)-4-oxo-1,4-dihydroquinoline-3-carboxylic acid FC=1C(=NC=CC1)OCC1(N(CCC1)C1=CC=C2C(C(=CNC2=C1)C(=O)O)=O)C